FC1=CC=C(C=C1)C1=C(N=C(C2=CC(=CC=C12)O)O[C@H](C(=O)O)C)C(COC)(C)C (2S)-2-[[4-(4-fluorophenyl)-7-hydroxy-3-(2-methoxy-1,1-dimethyl-ethyl)-1-isoquinolyl]oxy]propanoic acid